ClC=1C=C(C=NC1)C1=NC(=C2N=CN(C2=N1)[C@H]1[C@@H]([C@@H]([C@H](O1)C(=O)NC(C)C)O)O)NCC1=NC=CC=C1 (2S,3S,4R,5R)-5-(2-(5-chloropyridin-3-yl)-6-((pyridin-2-ylmethyl)amino)-9H-purin-9-yl)-3,4-dihydroxyl-N-isopropyltetrahydrofuran-2-formamide